[(R)-[5-chloro-2-(prop-2-en-1-yloxy)-4-(trifluoromethyl)phenyl](piperidin-4-yl)methyl]2-methylpropane-2-sulfinamide ClC=1C(=CC(=C(C1)[C@@H](C1CCNCC1)CC(C)(S(=O)N)C)OCC=C)C(F)(F)F